tert-butyl N-[(6R)-6,13-dihydroxy-6,15-bis(trifluoromethyl)spiro[19-oxa-3,4,18-triazatricyclo[12.3.1.12,5]nonadeca-1(17),2,4,14(18),15-pentaene-12,1'-cyclopropane]-17-yl]carbamate O[C@]1(C2=NN=C(C3=C(C=C(C(C(C4(CC4)CCCCC1)O)=N3)C(F)(F)F)NC(OC(C)(C)C)=O)O2)C(F)(F)F